FC(C1=NC=CC(=N1)CC1CC2(CN(C2)C(=O)N2CC3(C2)NC(CC3)=O)C1)(F)F 2-[6-[[2-(trifluoromethyl)pyrimidin-4-yl]methyl]-2-azaspiro[3.3]heptane-2-carbonyl]-2,5-diazaspiro[3.4]octan-6-one